2-fluoro-4-(1-phenyl-1H-1,2,4-triazol-3-yl)aniline FC1=C(N)C=CC(=C1)C1=NN(C=N1)C1=CC=CC=C1